[5-(3-Chloro-6-fluoro-2-vinyl-phenyl)-1,3-dimethyl-6-oxo-pyridazin-4-yl] 2-methylpropanoate CC(C(=O)OC=1C(=NN(C(C1C1=C(C(=CC=C1F)Cl)C=C)=O)C)C)C